CN1N=CC=2C1=NC(=CC2CN2C[C@H](CCC2)C)C(=O)OC (S)-methyl 1-methyl-4-((3-methylpiperidin-1-yl) methyl)-1H-pyrazolo[3,4-b]pyridine-6-carboxylate